CC1=C(C(=NC=C1)NC=1C=NC(=NC1)OC1=CC=CC2=C1C1(CC1)CO2)[N+](=O)[O-] N-(4-methyl-3-nitro-2-pyridyl)-2-spiro[2H-benzofuran-3,1'-cyclopropane]-4-yloxy-pyrimidin-5-amine